The molecule is the organophosphate oxoanion that is the monoanion formed from biotinyl-5'-AMP by loss of a proton from the phospho group; major microspecies at pH 7.3. It has a role as a Saccharomyces cerevisiae metabolite. It is a conjugate base of a biotinyl-5'-AMP. C1[C@H]2[C@@H]([C@@H](S1)CCCCC(=O)OP(=O)([O-])OC[C@@H]3[C@H]([C@H]([C@@H](O3)N4C=NC5=C(N=CN=C54)N)O)O)NC(=O)N2